O[C@H](CNC(=O)C1=NC(=NC(=C1)NC1COC1)N(CCC)C)[C@H]1NCC2=CC(=CC=C2C1)O N-[(2R)-2-Hydroxy-2-[(3S)-7-hydroxy-1,2,3,4-tetrahydroisoquinolin-3-yl]ethyl]-2-[methyl(propyl)-amino]-6-(oxetan-3-ylamino)pyrimidine-4-carboxamide